NC1=C(C=CC(=C1)N)SC1=C(C=C(C=C1)N)N 2,4-diaminophenyl sulfide